C(CC(C(=O)[O-])O)C(C(=O)[O-])O ethylendiglycolat